N[C@H]1C[C@H](C[C@@H]2N(C1=O)[C@@H](CC2)C(=O)N2CC(C2)C=2C=NC=CC2)C (3S,6S,8R,9aR)-6-amino-8-methyl-3-(3-(pyridin-3-yl)azetidine-1-carbonyl)octahydro-5H-pyrrolo[1,2-a]azepin-5-one